P(OCC(C)C)(OC1=CC(=NC2=C(N=CC=C12)C1=CC=NN1C1OCCCC1)N1[C@@H](COCC1)C)[O-] isobutyl {2-[(3R)-3-methylmorpholin-4-yl]-8-[1-(tetrahydro-2H-pyran-2-yl)-1H-pyrazol-5-yl]-1,7-naphthyridin-4-yl} phosphite